CC1C(N(C2CC1C2)C(=O)C2=NC(=CC=C2N2N=CC=N2)C)CNC2=NC(=CN=C2)C(F)(F)F cis-N-({4-Methyl-2-[6-methyl-3-(2H-1,2,3-triazol-2-yl)pyridin-2-carbonyl]-2-azabicyclo[3.1.1]heptan-3-yl}methyl)-6-(trifluoromethyl)pyrazin-2-amin